C1(CC1)S(=O)(=O)N1N=CC(=C1)C1=NC=CC(=N1)NC1=NC=C(C(=C1C(C)C)N)C#CC=1C=NN(C1)C(C)C N2-(2-(1-(Cyclopropylsulfonyl)-1H-pyrazol-4-yl)pyrimidin-4-yl)-M-isopropyl-5-((1-isopropyl-1H-pyrazol-4-yl)ethynyl)pyridine-2,4-diamine